FC1=C2CCCN(C2=CC=C1C)C(=O)C=1C=CC=2N(C1)C(=CN2)C=2C=CC(=NC2)NC(OC)=O methyl N-[5-[6-(5-fluoro-6-methyl-3,4-dihydro-2H-quinoline-1-carbonyl)imidazo[1,2-a]pyridin-3-yl]-2-pyridyl]carbamate